BrC1CC(CNC1OC)S(=O)(=O)N(CC)CC 5-Bromo-6-methoxy-N,N-diethyl-piperidine-3-sulfonamide